2-methyl-3-(piperidin-3-ylmethoxy)Pyrazine hydrochloride Cl.CC1=NC=CN=C1OCC1CNCCC1